C(C(=C)C)(=O)OC(CC(C)(C)OOC(C)(C)C)C 3-tert-butylperoxy-1,3-dimethylbutyl methacrylate